3-[acetyl-(methyl)amino]-6-cyano-pyridine-2-carboxylic acid ethyl ester C(C)OC(=O)C1=NC(=CC=C1N(C)C(C)=O)C#N